N-(3-Fluoro-2-(4-Methylpiperazin-1-yl)Phenyl)-4-Hydroxy-1-Isobutyl-2-Oxo-1,2-Dihydroquinoline-3-Carboxamide Hydrochloride Salt Cl.FC=1C(=C(C=CC1)NC(=O)C=1C(N(C2=CC=CC=C2C1O)CC(C)C)=O)N1CCN(CC1)C